[Na+].S1N(NC=C1)C(=O)[O-] Thiadiazole-2-carboxylic acid sodium salt